2-(6-(((1R,3S,5S)-6,6-difluoro-8-methyl-8-azabicyclo[3.2.1]octan-3-yl)(methyl)amino)pyridazin-3-yl)-5-(1H-imidazol-1-yl)phenol FC1([C@@H]2C[C@H](C[C@H](C1)N2C)N(C2=CC=C(N=N2)C2=C(C=C(C=C2)N2C=NC=C2)O)C)F